tributyl-[1-[(2-fluorophenyl)methyl]imidazol-4-yl]stannane C(CCC)[Sn](C=1N=CN(C1)CC1=C(C=CC=C1)F)(CCCC)CCCC